C[C@H]1C2=C(C3=C(C=C(C=C3)O)OC2=O)O[C@]1(C)CCC/C(=C\\C(=O)C=C(C)C)/C The molecule is a furanocoumarin that is 2,3-dihydrofuro[3,2-c]coumarin substituted by a hydroxy group at position 7, methyl groups at positions 2 and 3 (relatively cis configuration) and a 4,8-dimethyl-4(Z),7-nonadien-6-onyl moiety at position 2. Isolated from the roots of Ferula fukanensis, it inhibits production of nitric oxide (NO). It has a role as a metabolite and an EC 1.14.13.39 (nitric oxide synthase) inhibitor. It is a furanocoumarin, a ketone, a member of phenols and a sesquiterpenoid.